COC(=O)C1=CC(=C(O[C@@H]2CN(CC2)C(=O)OC(C)(C)C)C=C1)C1CCN(CC1)C(C(C)(C)C)=O tert-butyl (S)-3-(4-(methoxycarbonyl)-2-(1-pivaloylpiperidin-4-yl)phenoxy)pyrrolidine-1-carboxylate